FC1(CC(CC1)C(C(=O)NC1=NC=CC(=C1)F)C1=CC=C(C=C1)C=1N=NN(N1)C)F 2-(3,3-Difluorocyclopentyl)-N-(4-fluoropyridin-2-yl)-2-(4-(2-methyl-2H-tetrazol-5-yl)phenyl)acetamide